(2R,3S,4S,5R)-4-[[3-(3,4-difluoro-2-methoxy-phenyl)-4,5-dimethyl-5-(trifluoromethyl)tetrahydrofuran-2-carbonyl]amino]pyridine-2-carboxamide FC=1C(=C(C=CC1F)[C@H]1[C@@H](O[C@]([C@H]1C)(C(F)(F)F)C)C(=O)NC1=CC(=NC=C1)C(=O)N)OC